(S)-N-[(R)-(4,5-dichloro-2-hydroxyphenyl)[1-(2-oxo-1,2-dihydropyridin-4-yl)piperidin-4-yl]methyl]-2-methylpropane-2-sulfinamide ClC1=CC(=C(C=C1Cl)[C@H](N[S@@](=O)C(C)(C)C)C1CCN(CC1)C1=CC(NC=C1)=O)O